COC([C@@H](C1=CC=CC=C1)N(CC1CNCC1)C)=O (2R)-2-(methyl-(pyrrolidin-3-ylmethyl)amino)-2-phenylacetic acid methyl ester